N-(4'-(cyclohexyl-(methyl)carbamoyl)-3',5',6-trifluoro-4-((3S,5R)-3,4,5-trimethylpiperazin-1-yl)-[1,1'-biphenyl]-3-yl)-6-oxo-4-(trifluoromethyl)-1,6-dihydropyridine-3-carboxamide C1(CCCCC1)N(C(=O)C1=C(C=C(C=C1F)C1=CC(=C(C=C1F)N1C[C@@H](N([C@@H](C1)C)C)C)NC(=O)C1=CNC(C=C1C(F)(F)F)=O)F)C